tert-Butyl 7-((1,3-dioxoisoindolin-2-yl)methyl)-7-(thiophen-3-yl)-3-azabicyclo[4.1.0]heptane-3-carboxylate O=C1N(C(C2=CC=CC=C12)=O)CC1(C2CCN(CC12)C(=O)OC(C)(C)C)C1=CSC=C1